N-[6-(5-chloro-2-fluorophenyl)pyridazin-4-yl]-7-{2-[methyl(oxetan-3-yl)amino]ethoxy}quinolin-4-amine ClC=1C=CC(=C(C1)C1=CC(=CN=N1)NC1=CC=NC2=CC(=CC=C12)OCCN(C1COC1)C)F